(S)-8-chloro-6-(((1-methyl-1H-pyrrolo[2,3-b]pyridin-4-yl)(1-(1-(trifluoromethyl)cyclopropyl)-1H-1,2,3-triazol-4-yl)methyl)amino)-4-(neopentylamino)quinoline-3-carbonitrile ClC=1C=C(C=C2C(=C(C=NC12)C#N)NCC(C)(C)C)N[C@H](C=1N=NN(C1)C1(CC1)C(F)(F)F)C1=C2C(=NC=C1)N(C=C2)C